7-bromo-3-methyl-[1,2,4]triazolo[4,3-a]pyridine BrC1=CC=2N(C=C1)C(=NN2)C